C(C)OC(C(CC(C)C)N1C(C=C(C(=C1)CCN1CC(C1)F)C)=O)=O.C1(=CC=CC=C1)C(=O)C1=CC=C(C=C1)C([TeH])C 1-phenylcarbonyl-4-(methylhydrotelluro-methyl)benzene Ethyl-2-(5-(2-(3-fluoroazetidin-1-yl)ethyl)-4-methyl-2-oxopyridin-1(2H)-yl)-4-methylpentanoate